N[C@H]1CS(C2=C(N(C1=O)CC1=CC=C(C=C1)Cl)C=C(C(=C2)F)C2=NOC(=N2)CC)(=O)=O (3R)-3-amino-5-[(4-chlorophenyl)methyl]-7-(5-ethyl-1,2,4-oxadiazol-3-yl)-8-fluoro-1,1-dioxo-2,3-dihydro-1λ6,5-benzothiazepin-4-one